1-(5-methoxy-1,3-dihydro-2H-isoindol-2-yl)-2-(pyridin-2-ylsulfanyl)ethanone COC=1C=C2CN(CC2=CC1)C(CSC1=NC=CC=C1)=O